(4-((6,7-dimethoxyquinazolin-4-yl)oxy)naphthalen-1-yl)-2-oxo-1-phenyl-1,2,4,5,6,7-hexahydropyrazolo[1,5-a]pyridine-3-carboxamide COC=1C=C2C(=NC=NC2=CC1OC)OC1=CC=C(C2=CC=CC=C12)C1C=2N(CCC1)N(C(C2C(=O)N)=O)C2=CC=CC=C2